C=C(C[C@H](N)C(=O)O)C(=O)O.NC=1SC(=C(C1C(=O)C1=CC(=C(C=C1)Cl)F)C)C (2-amino-4,5-dimethyl-3-thienyl)-(4-chloro-3-fluoro-phenyl)methanone gamma-methylene-glutamate